C(CC=C)OC1=C(C=CC(=C1)C(=O)OC)[C@H]1N(CC[C@@H](C1)O)C(=O)OC(C)(C)C tert-butyl (2S,4S)-2-(2-(but-3-en-1-yloxy)-4-(methoxycarbonyl)phenyl)-4-hydroxypiperidine-1-carboxylate